N,N-dibromobenzenesulfonamide BrN(S(=O)(=O)C1=CC=CC=C1)Br